COC1=C(C=CC=C1)[Si@H](C1=C(C=CC=C1)P1CC2=C(C3=C(C1)C=CC1=CC=CC=C13)C=1C=CC=CC1C=C2)C2=CC=CC=C2 (4S,11bR)-4-(2-((R)-(2-Methoxyphenyl)(phenyl)silyl)phenyl)-4,5-dihydro-3H-dinaphtho[2,1-c:1',2'-e]phosphepine